ClC1=C(C(=C(C=C1OC)OC)Cl)C1=CC2=C(N=C(N=C2)N[C@@H]2COCC[C@@H]2NC(C=C)=O)C(=N1)NCCCCN1CC(CC1)(F)F N-((3S,4S)-3-((6-(2,6-dichloro-3,5-di-methoxyphenyl)-8-((4-(3,3-difluoro-pyrrolidin-1-yl)butyl)amino)pyrido[3,4-d]pyrimidin-2-yl)amino)tetrahydro-2H-pyran-4-yl)acrylamide